CN(C(C1=CC=CC=C1)=O)C1(CCC2=C(C=C(S2)C(=O)O)C1)C1=CC=CC=C1 5-(N-methylbenzamido)-5-phenyl-4,5,6,7-tetrahydrobenzothiophene-2-carboxylic acid